NC=1SC2=C(N1)C=C(C=C2)OC(C(=O)N(C)C)(F)F 2-[(2-amino-1,3-benzothiazol-5-yl)oxy]-2,2-difluoro-N,N-dimethylacetamide